N-((1R,2S)-2-Acrylamidocyclopentyl)-5-(2-methyl-6-((6-methylpyridin-3-yl)oxy)pyridin-3-yl)-4-oxo-4,5-dihydro-3H-1-thia-3,5,8-triazaacenaphthylene-2-carboxamide C(C=C)(=O)N[C@@H]1[C@@H](CCC1)NC(=O)C=1SC=2N=CC=C3N(C(NC1C23)=O)C=2C(=NC(=CC2)OC=2C=NC(=CC2)C)C